N-Octyl-2-Pyrrolidone CCCCCCCCN1CCCC1=O